FCCOC=1C=CC=NC1 5-(2-fluoroethoxy)pyridine